isopropyldimethylchlorosilane C(C)(C)[Si](Cl)(C)C